N-((cis)-3-(5-chloro-2-(difluoromethoxy)phenyl)cyclobutyl)-1-((R or S)-1-(4-methyl-6-((1R,5S)-2-oxo-3-azabicyclo[3.1.0]hexan-3-yl)pyridin-3-yl)ethyl)-1H-1,2,3-triazole-4-carboxamide ClC=1C=CC(=C(C1)[C@H]1C[C@H](C1)NC(=O)C=1N=NN(C1)[C@H](C)C=1C=NC(=CC1C)N1C([C@@H]2C[C@@H]2C1)=O)OC(F)F |o1:19|